5-bromo-1-chloro-2,3-difluoro-benzene BrC=1C=C(C(=C(C1)Cl)F)F